OC=1C=C(C(=O)OCCCCC)C=CC1O pentyl 3,4-dihydroxybenzoate